trimethyl-2-(methacryloyloxy)ethyl-ammonium chloride [Cl-].C[N+](CCOC(C(=C)C)=O)(C)C